({3H-[1,2,3]Triazolo[4,5-b]Pyridin-3-yl})oxonium N1=NN(C2=NC=CC=C21)[OH2+]